[N+](=O)([O-])C1=CC=C(C=C1)N1CC2(C1)CN(C2)C2CCNCC2 2-(4-nitrophenyl)-6-(piperidin-4-yl)-2,6-diazaspiro[3.3]heptane